3-methyl-N-(3-(methylsulfonyl)phenyl)-1-(oxetan-3-ylmethyl)-4-(trifluoromethyl)-1H-pyrazole-5-carboxamide CC1=NN(C(=C1C(F)(F)F)C(=O)NC1=CC(=CC=C1)S(=O)(=O)C)CC1COC1